cis-3-hexadecene-1,2-dicarboxylic anhydride C1C(\C=C/CCCCCCCCCCCC)C(=O)OC1=O